1,11-dibromo-5-undecene BrCCCCC=CCCCCCBr